N1=CC=CC2=CC(N=C3C(=C21)C=CC=C3)=O pyrido[3,2-d][1]benzazepin-6-one